CC1=C(C=CC=C1C(F)(F)F)C(C)N (2-methyl-3-(trifluoromethyl)phenyl)ethan-1-amine